OC1=CC=C(C=C1)N1N=NN=C1S 1-(4-hydroxyphenyl)-5-mercapto-tetrazole